[(5R,7S)-1,4,5,7-Tetrahydro-5,7-dimethylpyrano[3,4-c]pyrazol-3-yl](4,6,7,8-tetrahydro-1-methylpyrazolo[4,3-c]azepin-5(1H)-yl)methanone C[C@@H]1CC2=C(NN=C2C(=O)N2CC3=C(CCC2)N(N=C3)C)[C@@H](O1)C